C12CNCC(CC1)N2C=2SC=1CN(CC3(C1N2)CCOCC3)C(CC3CCCC3)=O 1-(2'-(3,8-diazabicyclo[3.2.1]octan-8-yl)-2,3,5,6-tetrahydro-4'H-spiro[pyran-4,7'-thiazolo[5,4-c]pyridin]-5'(6'H)-yl)-2-cyclopentylethan-1-one